C(CCCCCCCCCCC(=O)OC)(=O)OCC(COC(CC(CCCCC)CCCCC)=O)(COC(CC(CCCCC)CCCCC)=O)COC(CCCN(C)C)=O 2-({[4-(Dimethylamino)butanoyl]oxy}methyl)-3-[(3-pentyloctanoyl)oxy]-2-{[(3-pentyloctanoyl)oxy]methyl}propyl methyl dodecanedioate